C(C)(C)C1=C(C=CC=C1)C=1N=CC2=C(N1)C(=CN2)NC2=CC=C(C=C2)C=2N(C=C(N2)C(F)(F)F)C 2-(2-isopropylphenyl)-N-[4-[1-methyl-4-(trifluoromethyl)imidazol-2-yl]phenyl]-5H-pyrrolo[3,2-d]pyrimidin-7-amine